2-[[[4-cyano-2,2-dideuterio-7-[4-(trifluoromethoxy)phenyl]-3H-benzofuran-5-yl]amino]methyl]prop-2-enoic acid C(#N)C1=C(C=C(C2=C1CC(O2)([2H])[2H])C2=CC=C(C=C2)OC(F)(F)F)NCC(C(=O)O)=C